N-[4-chloro-6-(2-methylphenoxy)-5-(trifluoromethyl)pyrimidin-2-yl]-1-methyl-pyrazole-4-sulfonamide ClC1=NC(=NC(=C1C(F)(F)F)OC1=C(C=CC=C1)C)NS(=O)(=O)C=1C=NN(C1)C